CC1=NN2C(N=C(C=C2N(CC2=CC=C(C=C2)C=2C=NC=NC2)CCC)C)=C1C=1C(=CC(=NC1)N(C)C)C 5-[2,5-dimethyl-7-[propyl({[4-(pyrimidin-5-yl)phenyl]methyl})amino]pyrazolo[1,5-a]pyrimidin-3-yl]-N,N,4-trimethylpyridin-2-amine